CC(C(=O)OC)(CC=C(C)C)C=C 2,5-dimethyl-2-ethenylhex-4-enoic acid, methyl ester